C(C)[C@@H]1N(C[C@H](N(C1)C(C)C1=CC2=C(N=CS2)C=C1F)CC)C=1C=2N(N(C(C1)=O)C)C=C(N2)CC#N 2-(8-((2s,5r)-2,5-diethyl-4-(1-(5-fluorobenzo[d]thiazol-6-yl)ethyl)piperazin-1-yl)-5-methyl-6-oxo-5,6-dihydroimidazo[1,2-b]pyridazin-2-yl)acetonitrile